7-(4-bromo-3-chloro-benzoyl)-3-oxo-2-(4-pyrazol-1-ylphenyl)-N-[rac-(1R)-1-[2-(1,2,4-triazol-1-yl)phenyl]ethyl]-6,8-dihydro-5H-imidazo[1,5-a]pyrazine-1-carboxamide BrC1=C(C=C(C(=O)N2CC=3N(CC2)C(N(C3C(=O)N[C@H](C)C3=C(C=CC=C3)N3N=CN=C3)C3=CC=C(C=C3)N3N=CC=C3)=O)C=C1)Cl |r|